FC12CC3(CC(CC(C1)(C3)F)(C2)F)C(=O)N (3s,5s,7s)-3,5,7-trifluoroadamantane-1-carboxamide